(3aR,6aS)-tetrahydro-4H-cyclopenta[d][1,3,2]dioxathiolane 2,2-dioxide O1S(O[C@H]2[C@@H]1CCC2)(=O)=O